3-((2'-iodo-6,6'-dimethyl-[1,1'-biphenyl]-2-yl)oxy)-5,5-dimethylcyclohex-2-en-1-one IC1=C(C(=CC=C1)C)C1=C(C=CC=C1C)OC1=CC(CC(C1)(C)C)=O